CC1=NN(C(O1)=O)CC1=CC=C(C=C1)C1=NOC(=N1)C(F)(F)F 5-methyl-3-[[4-[5-(trifluoromethyl)-1,2,4-oxadiazol-3-yl]phenyl]methyl]-1,3,4-oxadiazol-2-one